[Si](C)(C)(C(C)(C)C)OCC(=C)C=1C=NC=C(C1C)C1=CC(=C(C=C1)OC)OCC 3-((tert-butyl-dimethylsilyloxy)prop-1-en-2-yl)-5-(3-ethoxy-4-methoxyphenyl)-4-methylpyridine